NC1=C(C(=NN1CC(F)(F)F)C1=C2C=NNC2=C(C=C1)CNC(C1=C(C=CC(=C1)F)OC)=O)C(=O)N 5-Amino-3-(7-((5-fluoro-2-methoxybenzamido)methyl)-1H-indazol-4-yl)-1-(2,2,2-trifluoroethyl)-1H-pyrazole-4-carboxamide